C(C)OC(=O)C=1N(C2=CC(=CC=C2C1)OC(F)F)C1CCC1 1-cyclobutyl-6-(difluoromethoxy)-1H-indole-2-carboxylic acid ethyl ester